N-(2-carbamoyl-4-chloro-6-methyl-phenyl)-2-(3-chloro-2-pyridinyl)-5-[(5-cyclopropyl-tetrazol-1-yl)methyl]pyrazole-3-carboxamide C(N)(=O)C1=C(C(=CC(=C1)Cl)C)NC(=O)C=1N(N=C(C1)CN1N=NN=C1C1CC1)C1=NC=CC=C1Cl